CC=1SC(=CC1NC(CNS(=O)(=O)C1=CC=C(C=C1)[N+](=O)[O-])=O)S(=O)(=O)N1CCSCC1 N-[2-methyl-5-(thiomorpholine-4-sulfonyl)thiophen-3-yl]-2-(4-nitrobenzenesulfonamido)acetamide